CN1N=C(C=CC1=O)[Sn](C)(C)C 2-methyl-6-(trimethylstannyl)pyridazin-3(2H)-one